4-(aminocarbonylmethyl)-1,4-diazoniabicyclo(2.2.2)octan NC(=O)C[N+]12CC[NH+](CC1)CC2